1-((((2,6-diisopropylphenoxy)carbonyl)oxy)methyl)-4-formyl-3-hydroxy-5-(hydroxymethyl)-2-methylpyridin-1-ium iodide [I-].C(C)(C)C1=C(OC(=O)OC[N+]2=C(C(=C(C(=C2)CO)C=O)O)C)C(=CC=C1)C(C)C